C(C)(C)(C)C1=CC=C(C=C1)C(=O)C1=C(C=CC=C1)C1=CC=C(C=C1)Cl (4-(tert-butyl)phenyl)(4'-chloro-[1,1'-biphenyl]-2-yl)methanone